1,3-dihydropyrrol-2-one N1C(CC=C1)=O